FC(OC1=CC=C(C=C1)N1C(N(CC2=C1N=C(C=C2)OCC)C2=CC1=CN(N=C1C=C2)C)=O)F 1-(4-(difluoromethoxy)phenyl)-7-ethoxy-3-(2-methyl-2H-indazol-5-yl)-3,4-dihydropyrido[2,3-d]pyrimidin-2(1H)-one